C(C)[C@H]1[C@@H](C1)N1C(C(=CC=C1)NC(OC(C)(C)C)=O)=O trans-tert-butyl (1-(2-ethylcyclopropyl)-2-oxo-1,2-dihydropyridin-3-yl)carbamate